ClC=1C(=CC(=C(C1)N(C(=O)C1CC=2C=NC=CC2N1)C([2H])([2H])[2H])F)F N-(5-Chloro-2,4-difluorophenyl)-N-(methyl-d3)-2,3-dihydro-1H-pyrrolo[3,2-c]pyridine-2-carboxamide